2-(2,6-dioxo-3-piperidyl)-5-[(3R)-pyrrolidin-3-yl]oxy-isoindoline-1,3-dione O=C1NC(CCC1N1C(C2=CC=C(C=C2C1=O)O[C@H]1CNCC1)=O)=O